O1COC2=C1C=CC(=C2)NS([O-])(=O)=O.[Na+] Sodium N-(1,3-benzodioxol-5-yl)sulfamate